N-methylbutylpiperidine bistrifluoromethanesulfonimide salt [N-](S(=O)(=O)C(F)(F)F)S(=O)(=O)C(F)(F)F.CN1C(CCCC1)CCCC